ClC1=CC2=C(N(ON2)O)C=C1 5-Chloro-N-hydroxy-2,1,3-benzoxadiazole